4,4'-[[4-(1,1-dimethylethyl)phenyl]methylene]dianiline Di-Calcium hydrogenphosphat P(=O)(O)([O-])[O-].[Ca+2].[Ca+2].CC(C)(C)C1=CC=C(C=C1)C(C1=CC=C(N)C=C1)C1=CC=C(N)C=C1.P(=O)(O)([O-])[O-]